2-(4-((2-(3-Amino-1-fluorocyclobutyl)-4-methylthiazol-5-yl)oxy)-3-fluorophenyl)-4-(2,6-difluorobenzyl)-2,4-dihydro-3H-1,2,4-triazol-3-one NC1CC(C1)(F)C=1SC(=C(N1)C)OC1=C(C=C(C=C1)N1N=CN(C1=O)CC1=C(C=CC=C1F)F)F